BrC1=CC2=C(OC3(CCC3)O2)C=C1 5-bromospiro[benzo[d][1,3]dioxole-2,1'-cyclobutane]